C(CCCCCCCCC)C(CC1=CSC=C1)CCCCCCCCCC 3-(2-decyldodecyl)thiophene